CNC=1N=CC(=C2C=C(N=CC12)C1(CC1)C(=O)N)C=1OC2=C(N1)C=C(C=C2)N2CCOCC2 (8-(methylamino)-5-(5-morpholinylbenzo[d]oxazol-2-yl)-2,7-naphthyridin-3-yl)cyclopropanecarboxamide